P(=O)(OCN1N=CC(=C1C(F)(F)F)C1=CC=C2C(N(C=NC2=C1)C(C)C1=CC(=CC=C1)C(NC)=O)=O)([O-])[O-] (4-(3-(1-(3-(methyl carbamoyl)phenyl)ethyl)-4-oxo-3,4-dihydroquinazolin-7-yl)-5-(trifluoromethyl)-1H-pyrazol-1-yl)methyl phosphate